N,N-Dibutylglycolamide C(CCC)N(C(CO)=O)CCCC